CN1C=NC2=CC=C(C(=C2C1=O)C)NC=1C(=C(C=C(C1)C)NS(=O)(=O)CCC)F N-(3-((3,5-dimethyl-4-oxo-3,4-dihydroquinazolin-6-yl)amino)-2-fluoro-5-methylphenyl)propane-1-sulfonamide